F\C(\CP(C1=CC=C(C=C1)OC)(C1=CC=C(C=C1)OC)=O)=C/C1=CC2=CC=CC=C2C=C1 (Z)-(2-fluoro-3-(naphthalene-2-yl)allyl)bis(4-methoxyphenyl)phosphine oxide